ethyl 2-(2-((5-(3-(((tert-butoxycarbonyl)amino)methyl)phenyl)benzofuran-3-yl)methoxy)-4-fluorophenyl)acetate C(C)(C)(C)OC(=O)NCC=1C=C(C=CC1)C=1C=CC2=C(C(=CO2)COC2=C(C=CC(=C2)F)CC(=O)OCC)C1